CC(C(CC(CCO)O)O)O heptane-2,3,5,7-tetrol